(S)-chlorohomoserine hydrochloride Cl.ClN[C@@H](CCO)C(=O)O